(3S)-4-(2,2-dimethylpropanoyl)-6-fluoro-3-phenyl-3,5-dihydro-2H-1,4-benzoxazepine-8-carbonitrile CC(C(=O)N1[C@H](COC2=C(C1)C(=CC(=C2)C#N)F)C2=CC=CC=C2)(C)C